butyl (7E)-7,9-decadienoate C(CCCCC\C=C\C=C)(=O)OCCCC